2-(4-chlorophenoxy)-5H,6H,7H,8H,9H,10H,11H-cyclohepta[b]quinolin-11-one ClC1=CC=C(OC=2C=C3C(C4=C(NC3=CC2)CCCCC4)=O)C=C1